ethoxydiethylene glycol acrylate C(C=C)(=O)O.C(C)OC(COCCO)O